1-benzyl-2-methyl-6-(1,3,5-trimethyl-1H-pyrazol-4-yl)-1H-benzo[d]imidazol-4-amine C(C1=CC=CC=C1)N1C(=NC2=C1C=C(C=C2N)C=2C(=NN(C2C)C)C)C